3-hydroxy-8-(3-(4-methylpiperazin-1-yl)propyl)-6H-benzo[c]chromen-6-one OC1=CC=C2C3=C(C(OC2=C1)=O)C=C(C=C3)CCCN3CCN(CC3)C